CN1C[C@@H]([C@H](C1)C1=C(C=CC=C1)C(F)(F)F)NC(=O)C1=CC2=C(C=N1)C(=NN2)C2=CC(=NC=C2)C N-((3R,4S)-1-methyl-4-(2-(trifluoromethyl)phenyl)pyrrolidin-3-yl)-3-(2-methylpyridin-4-yl)-1H-pyrazolo[4,3-c]pyridine-6-amide